2-((tert-butoxycarbonyl)(2-methyl-5-(trifluoromethyl)phenyl)amino)oxazole-4-carboxylic acid C(C)(C)(C)OC(=O)N(C=1OC=C(N1)C(=O)O)C1=C(C=CC(=C1)C(F)(F)F)C